C(#N)C1=NC2=CC(=CC(=C2N=C1N1CC2(CC1)C1CCC(C2)C1)[C@@H](C)NC1=C(C(=O)O)C=CC=C1)C 2-(((1R)-1-(2-cyano-7-methyl-3-(spiro[bicyclo[2.2.1]heptane-2,3'-pyrrolidin]-1'-yl)quinoxalin-5-yl)-ethyl)amino)benzoic acid